FC(CN1N=CC2=NC=C(C=C21)[C@@H]2[C@H](C2)C2=CC(=NC=1N2N=CC1)C=1C(NC(NC1)=O)=O)(F)F 5-(7-((1S,2S)-2-(1-(2,2,2-trifluoroethyl)-1H-pyrazolo[4,3-b]pyridin-6-yl)cyclopropyl)pyrazolo[1,5-a]pyrimidin-5-yl)pyrimidine-2,4(1H,3H)-dione